ClC1=CC(=C(N=N1)C(=O)N)NC1CCN(CC1)C 6-chloro-4-(1-methylpiperidin-4-ylamino)pyridazine-3-carboxamide